C1(=CC=CC=C1)C=1SC(=CN1)CO (2-phenylthiazol-5-yl)methanol